dimethyl-trifluoropropionic acid CC(C(=O)O)(C(F)(F)F)C